tert-Butyl 3-(2-bromoethyl)piperidine-1-carboxylate BrCCC1CN(CCC1)C(=O)OC(C)(C)C